4-(4-(4,4,5,5-tetramethyl-1,3,2-dioxaborolan-2-yl)-1H-pyrazol-1-yl)butanenitrile CC1(OB(OC1(C)C)C=1C=NN(C1)CCCC#N)C